N-((R)-3,4-dihydroxybutyl)-7-fluoro-1H-indazole-3-carboxamide O[C@H](CCNC(=O)C1=NNC2=C(C=CC=C12)F)CO